methyl (R)-2-((2E,5S,6R,7E)-5-((tert-butyldimethylsilyl)oxy)-8-(3,5-dimethylisoxazol-4-yl)-6-methylocta-2,7-dienamido)-3-(3-chloro-4-methoxyphenyl)propanoate [Si](C)(C)(C(C)(C)C)O[C@@H](C/C=C/C(=O)N[C@@H](C(=O)OC)CC1=CC(=C(C=C1)OC)Cl)[C@@H](\C=C\C=1C(=NOC1C)C)C